4-[3-(4-bromo-2,6-dichlorobenzoyl)-2,4-dihydro-1,3-benzoxazin-8-yl]-2-(3-oxa-8-azabicyclo[3.2.1]octan-8-yl)benzoic acid BrC1=CC(=C(C(=O)N2COC3=C(C2)C=CC=C3C3=CC(=C(C(=O)O)C=C3)N3C2COCC3CC2)C(=C1)Cl)Cl